ClC1=CC=C(C(=N1)C(=O)NS(=O)(=O)C)N[C@H](C)C=1C=C(C=C2C(N(C(=NC12)N1C[C@H]2C([C@H]2C1)C1=NNC=C1Cl)C)=O)C 6-chloro-3-(((R)-1-(2-((1R,5S,6R)-6-(4-chloro-1H-pyrazol-3-yl)-3-azabicyclo[3.1.0]hexan-3-yl)-3,6-dimethyl-4-oxo-3,4-dihydroquinazolin-8-yl)ethyl)amino)-N-(methylsulfonyl)picolinamide